BrC1=CC=C(C=C1)S(=O)(=O)C 1-bromo-4-(S-methylsulfonyl)benzene